[1,2,4]triazine-5-carboxamide hydrochloride Cl.N1=NC=NC(=C1)C(=O)N